O=C1NC(CC[C@@H]1N1CC2=CC=C(C(=C2C1=O)F)CNC(OC1CC(C1)C1=NC=CC=C1OC(F)(F)F)=O)=O (1s,3s)-3-(3-(trifluoromethoxy)pyridin-2-yl)cyclobutyl ((2-(2,6-dioxopiperidin-3-yl)-4-fluoro-3-oxoisoindolin-5-yl)methyl)carbamate